N[C@@H]1CN(CC1)S(=O)(=O)NC(=O)C=1C(=NC(=CC1)C1=CC(=C(C=C1)C)C)N1C(C[C@@H](C1)C)(C)C N-[(3S)-3-Aminopyrrolidin-1-yl]sulfonyl-6-(3,4-dimethylphenyl)-2-[(4S)-2,2,4-trimethylpyrrolidin-1-yl]pyridin-3-carboxamid